NCC(CN1N=CN(C1=O)C1=NC=C(C=C1C)C1=CC=2C(=NON2)C=C1)=C(F)F 2-[2-(aminomethyl)-3,3-difluoro-allyl]-4-[5-(2,1,3-benzooxadiazol-5-yl)-3-methyl-2-pyridinyl]-1,2,4-triazol-3-one